tert-butyl 3-([8-carbamoyl-6-[4-(morpholin-4-ylmethyl)phenyl]pyrido[3,2-d]pyrimidin-4-yl]amino)azepane-1-carboxylate C(N)(=O)C1=CC(=NC2=C1N=CN=C2NC2CN(CCCC2)C(=O)OC(C)(C)C)C2=CC=C(C=C2)CN2CCOCC2